8-(4-(4-((5-(2,4-dioxotetrahydropyrimidin-1(2H)-yl)pyridin-3-yl)methyl)piperazin-1-yl)piperidin-1-yl)-9-ethyl-6,6-dimethyl-11-oxo-6,11-dihydro-5H-benzo[b]carbazole-3-carbonitrile O=C1N(CCC(N1)=O)C=1C=C(C=NC1)CN1CCN(CC1)C1CCN(CC1)C=1C(=CC2=C(C(C=3NC4=CC(=CC=C4C3C2=O)C#N)(C)C)C1)CC